F[B-](F)(F)F.C1(CCCCC1)P(C1CCCCC1)(C1CCCCC1)=[Ru] (tricyclohexylphosphoranylidene)ruthenium (II) tetrafluoroborate